7-(((S)-1-((2S,4R)-2-(((S)-1-(4-ethynylphenyl)ethyl)carbamoyl)-4-hydroxypyrrolidin-1-yl)-3,3-dimethyl-1-oxobutan-2-yl)amino)-7-oxoheptanoic acid C(#C)C1=CC=C(C=C1)[C@H](C)NC(=O)[C@H]1N(C[C@@H](C1)O)C([C@H](C(C)(C)C)NC(CCCCCC(=O)O)=O)=O